NC1=NN2C(C=C(C=C2)C=2C=C(C(=NC2)C)C(=O)NCC2=C(C=CC(=C2)C(F)(F)F)Cl)=N1 5-{2-amino-[1,2,4]triazolo[1,5-a]pyridin-7-yl}-N-{[2-chloro-5-(trifluoromethyl)phenyl]methyl}-2-methylpyridine-3-carboxamide